(E)-3-(dimethylamino)-1-(4-methoxynaphthalen-1-yl)-2-(4-fluorophenyl)prop-2-en-1-one CN(/C=C(/C(=O)C1=CC=C(C2=CC=CC=C12)OC)\C1=CC=C(C=C1)F)C